ClC1=CC(=C(S1)C(=O)N)OC1CC2(C1)CC(C2)N(C)C 5-chloro-3-((6-(dimethylamino)spiro[3.3]heptan-2-yl)oxy)thiophene-2-carboxamide